C(C)(C)(C)OC(=O)N1CCC(CC1)OC1=NC=C(C=N1)C(C)=O 4-((5-Acetylpyrimidin-2-yl)oxy)piperidin-1-carboxylic acid tert-butyl ester